N-[2-(2,2-difluoroethyl)-6-morpholino-1-oxo-isoindolin-5-yl]pyrazolo[1,5-a]pyrimidine-3-carboxamide FC(CN1C(C2=CC(=C(C=C2C1)NC(=O)C=1C=NN2C1N=CC=C2)N2CCOCC2)=O)F